NC=1C(NC2=C3C=CC=NC3=C(C=C2C1C1=C2C=NNC2=C(C=C1)F)O[C@@H](C)CC)=O 3-amino-6-[(2S)-butan-2-yl]oxy-4-(7-fluoro-1H-indazol-4-yl)-1H-1,7-phenanthrolin-2-one